N=1C(=CN2C1C=CC=C2)C=2C=C(C(=O)N1CCC(CC1)NC(=O)C1=NC(=NC=C1)NC1=CC=CC=C1)C=CC2 N-(1-(3-(imidazo[1,2-a]pyridin-2-yl)benzoyl)piperidin-4-yl)-2-(anilino)pyrimidine-4-carboxamide